4-(2-Bromoethoxy)-1,2-difluorobenzene BrCCOC1=CC(=C(C=C1)F)F